4-hydroxy-2,3,6-trimethyl-5-phenoxybenzoic acid OC1=C(C(=C(C(=O)O)C(=C1OC1=CC=CC=C1)C)C)C